[N+](=O)([O-])[O-].N(=O)[Ir+2].[N+](=O)([O-])[O-] nitrosyl-iridium nitrate